N-((S)-(4,4-difluorocyclohexyl)(5-(((S)-2-oxo-4-(trifluoromethyl)imidazolidin-1-yl)methyl)-benzo[d]oxazol-2-yl)methyl)-4-isopropylisoxazole-3-carboxamide FC1(CCC(CC1)[C@H](NC(=O)C1=NOC=C1C(C)C)C=1OC2=C(N1)C=C(C=C2)CN2C(N[C@@H](C2)C(F)(F)F)=O)F